chloro-1-oxo-2-phenyl-1,2-dihydroisoquinolin ClC=1N(C(C2=CC=CC=C2C1)=O)C1=CC=CC=C1